((5-((2,6-dichlorobenzyl)oxy)-4-methyl-2,3-dihydro-1H-inden-1-yl)amino)-2-methylpropan-2-ol ClC1=C(COC=2C(=C3CCC(C3=CC2)NCC(C)(O)C)C)C(=CC=C1)Cl